5-(3,6-di-tert-butyl-9H-carbazol-9-yl)-N1,N1,N3,N3-tetraphenylbenzene-1,3-diamine C(C)(C)(C)C=1C=CC=2N(C3=CC=C(C=C3C2C1)C(C)(C)C)C=1C=C(C=C(C1)N(C1=CC=CC=C1)C1=CC=CC=C1)N(C1=CC=CC=C1)C1=CC=CC=C1